(E)-6-(4-(methacryloxy)-3-methoxyphenyl)-4-oxohex-5-enoic acid C(C(=C)C)(=O)OC1=C(C=C(C=C1)/C=C/C(CCC(=O)O)=O)OC